10-(4-iodophenyl)-1',2'-dihydro-10H-spiro[acridine-9,9'-thioxanthene] IC1=CC=C(C=C1)N1C=2C=CC=CC2C2(C3=CC=CC=C3SC=3C=CCCC23)C2=CC=CC=C12